3-[[4-chloro-6-(2,6-dimethylphenyl)-5-fluoro-pyrimidin-2-yl]sulfamoyl]benzoic acid ClC1=NC(=NC(=C1F)C1=C(C=CC=C1C)C)NS(=O)(=O)C=1C=C(C(=O)O)C=CC1